1-Nonyl-2-butylpyrrolidinium methansulfonat CS(=O)(=O)[O-].C(CCCCCCCC)[NH+]1C(CCC1)CCCC